p,p'-methylenedianiline C1=CC(=CC=C1CC2=CC=C(C=C2)N)N